8-methyl-6-(4-methyl-3-(1-(tetrahydro-2H-pyran-4-yl)piperidin-3-yl)-1H-indazol-6-yl)-[1,2,4]triazolo[1,5-a]pyridine CC=1C=2N(C=C(C1)C1=CC(=C3C(=NNC3=C1)C1CN(CCC1)C1CCOCC1)C)N=CN2